COC(=O)[C@H]1[C@H]([C@@]2([C@@](OC3=C2C(=CC(=C3)OCCCCN)OC)([C@@H]1C1=CC=CC=C1)C1=CC=C(C=C1)OC)O)O |r| rac-(1R,2R,3S,3aR,8bS)-methyl-6-(4-aminobutoxy)-1,8b-dihydroxy-8-methoxy-3a-(4-methoxyphenyl)-3-phenyl-2,3,3a,8b-tetrahydro-1H-cyclopenta[b]benzofuran-2-carboxylate